N1C(=NC=C1)C(CCC(=O)O)C(=O)O imidazole-glutaric acid